4-bromo-1-p-methoxybenzyl-pyrazole-3-carboxylic acid BrC=1C(=NN(C1)CC1=CC=C(C=C1)OC)C(=O)O